C1(=CC=CC=C1)P(C1=C(C=C(C=C1)OC)CN1C(CCC1)CP(C1=CC=CC=C1)C1=CC=CC=C1)C1=CC=CC=C1 (L)-N-[(2-diphenylphosphino-5-methoxyphenyl)methyl]-2-[(diphenylphosphino)methyl]pyrrolidine